C(C)(C)(C)OC(=O)N1[C@H](CN[C@H](C1)CO)C (2s,5r)-5-(hydroxymethyl)-2-methylpiperazine-1-carboxylic acid tert-butyl ester